trans-5-[[4-[(3S)-3-(3-cyano-5-fluoro-phenyl)isoxazolidine-2-carbonyl]cyclohexyl]methyl]pyridine-3-carbonitrile C(#N)C=1C=C(C=C(C1)F)[C@H]1N(OCC1)C(=O)[C@@H]1CC[C@H](CC1)CC=1C=C(C=NC1)C#N